4-[(4R,10bS)-8-[(3S,4S)-3-amino-4-methoxy-pyrrolidin-1-yl]-4-methyl-3,4,6,10b-tetrahydro-1H-pyrazino[2,1-a]isoindol-2-yl]pyrazolo[1,5-a]pyridine-7-carbonitrile N[C@H]1CN(C[C@@H]1OC)C=1C=C2CN3[C@@H](C2=CC1)CN(C[C@H]3C)C=3C=1N(C(=CC3)C#N)N=CC1